chroman-4-yl-ethylamine O1CCC(C2=CC=CC=C12)NCC